2-ethyl-hexyl-2-ethyl-hexyl-phosphoric acid C(C)C(CC(C(CCCC)CC)OP(O)(O)=O)CCCC